(4-(Hydroxymethyl)piperidin-1-yl)(morpholino)-methanone OCC1CCN(CC1)C(=O)N1CCOCC1